2,4,6-trifluoro-N-(6-(fluoro(1-methylpiperidin-4-ylidene)methyl)pyridin-2-yl)benzamide FC1=C(C(=O)NC2=NC(=CC=C2)C(=C2CCN(CC2)C)F)C(=CC(=C1)F)F